3,8,8-trimethyl-2,4-dioxaspiro[5.5]undecane CC1OCC2(CO1)CC(CCC2)(C)C